tert-butyl 5-cyano-3-(3-(2-fluoro-6-(methoxymethoxy)-8-(((trifluoromethyl)sulfonyl)oxy)naphthalen-1-yl)propoxy)azepane-1-carboxylate C(#N)C1CC(CN(CC1)C(=O)OC(C)(C)C)OCCCC1=C(C=CC2=CC(=CC(=C12)OS(=O)(=O)C(F)(F)F)OCOC)F